((R)-(3,3-difluorocyclobutyl)(4-fluorophenyl)methyl)-2-(2,6-dioxopiperidin-3-yl)-1-oxoisoindoline-5-carboxamide FC1(CC(C1)[C@H](C1=CC=C(C=C1)F)C1N(C(C2=CC=C(C=C12)C(=O)N)=O)C1C(NC(CC1)=O)=O)F